COC(C1CCN(CC1)C1=CC(=C(N)C=C1C=1C=NN(C1)C1OCCCC1)OC([2H])([2H])[2H])OC 4-(4-(dimethoxymethyl)piperidin-1-yl)-2-(methoxy-d3)-5-(1-(tetrahydro-2H-pyran-2-yl)-1H-pyrazol-4-yl)aniline